C(C1=CC=CC=C1)OC(=O)N1[C@@H](CC[C@H]1C1=CC=CC=C1)C(=O)O (2S,5S)-1-((benzyloxy)carbonyl)-5-phenylpyrrolidine-2-carboxylic acid